CC=1C=CC(=NC1)C=1C=C2C(=NC=NC2=CC1)N 6-(5-methylpyridin-2-yl)quinazolin-4-amine